O=C1NC2(COC1)C(N(CCC2)C(=O)OC(C)(C)C)COC2CCC(CC2)=O tert-butyl 2-oxo-7-{[(4-oxocyclohexyl)oxy]methyl}-4-oxa-1,8-diazaspiro[5.5]undecane-8-carboxylate